C(CCCCCCCCCCC\C=C/CCCCCCCC)(=O)OC[C@@H](OC(CCCCCCCCCCC\C=C/CCCCCCCC)=O)COP(=O)(O)O 1,2-dierucoyl-sn-glycero-3-phosphate